2-(2-(2-(4-((3-((1-ethyl-5-oxo-2-thioxoimidazolidin-4-ylidene)methyl)-1H-indol-1-yl)methyl)-1H-1,2,3-triazol-1-yl)ethoxy)ethoxy)acetamide C(C)N1C(NC(C1=O)=CC1=CN(C2=CC=CC=C12)CC=1N=NN(C1)CCOCCOCC(=O)N)=S